CN(CCC=1SC2=C(N1)C=C(C=C2)C2N(CC(CC2)C)C(C(=O)NC2=C1C(=CN=C2)NN=C1)=O)C Racemic-2-[2-[2-[2-(dimethylamino)ethyl]-1,3-benzothiazol-5-yl]-5-methyl-1-piperidyl]-2-oxo-N-(1H-pyrazolo[3,4-c]pyridin-4-yl)acetamide